N-({4-[(4-morpholin-4-ylcyclohexyl)amino]-3-nitrophenyl}sulfonyl)-2-(1H-pyrrolo[2,3-b]pyridin-5-yloxy)benzamide N1(CCOCC1)C1CCC(CC1)NC1=C(C=C(C=C1)S(=O)(=O)NC(C1=C(C=CC=C1)OC=1C=C2C(=NC1)NC=C2)=O)[N+](=O)[O-]